6-(2-(cyclopropylmethyl)-4-(methylsulfonyl)piperazin-1-yl)-3-iodo-1-methyl-1H-pyrazolo[3,4-d]pyrimidine C1(CC1)CC1N(CCN(C1)S(=O)(=O)C)C1=NC=C2C(=N1)N(N=C2I)C